ClC=1C=CC=C2CC[C@@](C12)(C(NC1CC(C1)(F)F)=O)N(C(=O)[C@H]1N(C(OC1)=O)C1=NC=CC(=N1)C#N)C1=CC(=CC=C1)F (S)-N-((R)-7-chloro-1-((3,3-difluorocyclobutyl)carbamoyl)-2,3-dihydro-1H-inden-1-yl)-3-(4-cyanopyrimidin-2-yl)-N-(3-fluorophenyl)-2-oxooxazolidine-4-carboxamide